(1S,2S)-2-((6-(4-((((R)-1-(2-fluorophenyl)ethoxy)carbonyl)amino)-3-methylisoxazol-5-yl)-2-methylpyridin-3-yl)carbamoyl)cyclohexane-1-carboxylic acid FC1=C(C=CC=C1)[C@@H](C)OC(=O)NC=1C(=NOC1C1=CC=C(C(=N1)C)NC(=O)[C@@H]1[C@H](CCCC1)C(=O)O)C